Cl.F\C=C(\CN)/COC1=CC=C(C=C1)C=1N=NN(N1)C (Z)-3-fluoro-2-[[4-(2-methyltetrazol-5-yl)phenoxy]methyl]prop-2-en-1-amine hydrochloride